ClC=1C=CC(=C(C1)C=1C=C2C(=NN=C(C2=CC1)NCC1=C(C=C(C=C1)OC)OC)C)OC(F)F 6-[5-CHLORO-2-(DIFLUOROMETHOXY)PHENYL]-N-[(2,4-DIMETHOXYPHENYL)METHYL]-4-METHYLPHTHALAZIN-1-AMINE